C(C)(C)(C)N1C[C@H]([C@@H](C1)C1=CC=CC=C1)C(=O)NC1=CC=CC2=C1N=CO2 tert-Butyl-(S)-trans-N-(1,3-benzoxazol-4-yl)-4-phenylpyrrolidine-3-carboxamide